butyl bromoacetate BrCC(=O)OCCCC